(4-chloro-3-{4-[6-(2,2-difluoroethoxy)pyridin-3-yl]-6-oxo-1,6-dihydropyrimidin-2-yl}benzyl)isobutyramide ClC1=C(C=C(CC(C(=O)N)(C)C)C=C1)C=1NC(C=C(N1)C=1C=NC(=CC1)OCC(F)F)=O